2,2,8,8,11-pentamethyl-5-pentyl-4H,8H-benzo[c][1,3]dioxino[4,5-f]chromen-4-one CC1(OC(C=2C(=C3C4=C(C(OC3=CC2CCCCC)(C)C)C=CC(=C4)C)O1)=O)C